C(C(C)C)C(C(=O)OCC(C)C)(CC(=O)OCC(C)C)CC(C)C Diisobutyl 2,2-diisobutylsuccinate